CSC1=CC=NNC1=O 5-(methylthio)-6-oxo-1,6-dihydropyridazin